Ethyl 5-iodo-4-(methylthio)-2-phenylthieno[2,3-d]pyrimidine-6-carboxylate IC1=C(SC=2N=C(N=C(C21)SC)C2=CC=CC=C2)C(=O)OCC